O(C1=CC=CC=C1)NC(=S)N phenoxyl-thiourea